2,6-di-tert-butyl-4-(3,5-di-tert-butyl-4-hydroxybenzylidene)-cyclohexa-2,5-dienone C(C)(C)(C)C=1C(C(=CC(C1)=CC1=CC(=C(C(=C1)C(C)(C)C)O)C(C)(C)C)C(C)(C)C)=O